NC1=NC(=C(C=C1C=1C=C2CCNC(C2=CC1)=O)C1=CC=C(C=C1)N(C)CCN(C)C)F 6-(2-amino-5-(4-((2-(dimethylamino)ethyl)(methyl)amino)phenyl)-6-fluoropyridin-3-yl)-3,4-dihydroisoquinolin-1(2H)-one